N-(6-(hydroxymethyl)benzo[d]isoxazol-3-yl)-2,4-dimethoxybenzenesulfonamide OCC1=CC2=C(C(=NO2)NS(=O)(=O)C2=C(C=C(C=C2)OC)OC)C=C1